tert-butyl 1-((2S,3S)-1-methyl-5-oxo-2-(pyridin-3-yl)pyrrolidin-3-yl)-1,8,14-trioxo-5,12,18-trioxa-2,9,15-triazahenicosan-21-oate CN1[C@@H]([C@H](CC1=O)C(NCCOCCC(NCCOCC(NCCOCCC(=O)OC(C)(C)C)=O)=O)=O)C=1C=NC=CC1